N-(3-chlorophenyl-ethyl)-4-methylbenzenesulfonamide ClC=1C=C(C=CC1)CCNS(=O)(=O)C1=CC=C(C=C1)C